ClC=1C=C2CO[C@]3(O[C@@H]([C@H]([C@@H]([C@H]3O)O)O)C)C2=CC1CC=1SC(=CC1)C(C)O (1S,3'R,4'S,5'S,6'R)-5-chloro-6-((5-(1-hydroxyethyl)thiophene-2-yl)methyl)-6'-methyl-3',4',5',6'-tetrahydro-3H-spiro[isobenzofuran-1,2'-pyran]-3',4',5'-triol